tert-butyl (1r,4r)-4-(hydroxymethyl)cyclohexane-1-carboxylate OCC1CCC(CC1)C(=O)OC(C)(C)C